2-(5-(2-(3,5-difluorophenyl)-4-oxo-2,4,6,7-tetrahydro-5H-pyrazolo[4,3-c]pyridin-5-yl)pyridin-3-yl)ethyl acetate C(C)(=O)OCCC=1C=NC=C(C1)N1C(C=2C(CC1)=NN(C2)C2=CC(=CC(=C2)F)F)=O